5-(2-chloropyrimidin-4-yl)-2-trityl-1,2,3,5-tetrahydropyrrolo[3,4-c]pyrrole ClC1=NC=CC(=N1)N1C=C2C(=C1)CN(C2)C(C2=CC=CC=C2)(C2=CC=CC=C2)C2=CC=CC=C2